3-[5-[1-[(3,4-dimethylphenyl)methyl]-4-hydroxy-4-piperidyl]-4,6-difluoro-1-oxo-isoindolin-2-yl]piperidine-2,6-dione CC=1C=C(C=CC1C)CN1CCC(CC1)(O)C=1C(=C2CN(C(C2=CC1F)=O)C1C(NC(CC1)=O)=O)F